2-acetoxyiminopropan C(C)(=O)ON=C(C)C